3-[2-(2-bromophenyl)-2,2-difluoro-ethoxy]propan-1-amine BrC1=C(C=CC=C1)C(COCCCN)(F)F